CN1C(N(C2=C1C=C(C=C2)C#N)C=2C=NC(=CC2)N[C@@H]2C[C@H](CC2)NC=2N=NC(=CN2)C)=O 3-Methyl-1-(6-(((1S,3S)-3-((6-methyl-1,2,4-triazin-3-yl)amino)cyclopentyl)amino)pyridin-3-yl)-2-oxo-2,3-dihydro-1H-benzo[d]imidazole-5-carbonitrile